N,N-diethyl-propynyl-amine C(C)N(CC)C#CC